ClC1=NC=2C(CCCC2C=N1)=O 2-chloro-6,7-dihydroquinazolin-8(5H)-one